3-azidotrisilane N(=[N+]=[N-])[SiH2][SiH2][SiH3]